(4-(3-(2-ethylphenyl)pyrazin-2-yl)phenyl)acetamide C(C)C1=C(C=CC=C1)C=1C(=NC=CN1)C1=CC=C(C=C1)CC(=O)N